4,4'-diapolycopenedial C/C(=C\C=C\C=C(\C=C\C=C(\C=C\C=C(\C=O)/C)/C)/C)/C=C/C=C(/C=C/C=C(/C=O)\C)\C